C(C)(C)(C)OC(=O)N1[C@@H]2CN([C@H](C1)C2)C=2C=CC=1N=CN=C(C1N2)NC2=C(C(=C(C=C2)C2(CC2)C#N)Cl)F.O2CC(C2)NC(C2=CC=NC=C2)=O N-(oxetan-3-yl)isonicotinamide tert-butyl-(1S,4S)-5-[4-[3-chloro-4-(1-cyanocyclopropyl)-2-fluoro-anilino]pyrido[3,2-d]pyrimidin-6-yl]-2,5-diazabicyclo[2.2.1]heptane-2-carboxylate